COC(=O)C=1C=2NC(C(NC2C=CC1)(C)C)=NNC(C)=O 3-(acetyl-hydrazono)-2,2-dimethyl-1,2,3,4-tetrahydro-quinoxaline-5-carboxylic acid methyl ester